5-((5-methyltetrahydrofuran-3-yl)methoxy)-1,3,4-thiadiazol-2-amine CC1CC(CO1)COC1=NN=C(S1)N